bipyridyl-dicarboxaldehyde N1=C(C(=C(C=C1)C=O)C=O)C1=NC=CC=C1